4-amino-3-chloro-6-(7-fluoro-1H-indol-6-yl)pyridine-2-carboxylic acid isobutyl ester C(C(C)C)OC(=O)C1=NC(=CC(=C1Cl)N)C1=CC=C2C=CNC2=C1F